FC1=C(OC2=NC=C(C=C2C=2C3=C(C(N(C2)C)=O)NC=C3)S(=O)(=O)C)C=CC(=C1)F 4-[2-(2,4-difluorophenoxy)-5-(methylsulfonyl)pyridin-3-yl]-6-methyl-1,6-dihydro-7H-pyrrolo[2,3-c]pyridin-7-one